(2R,3S,4S)-2-(2-fluoro-4-(oxazol-5-yl)benzyl)-4-hydroxypyrrolidin-3-yl (2-((S)-azetidin-2-yl)ethyl)carbamate N1[C@@H](CC1)CCNC(O[C@H]1[C@H](NC[C@@H]1O)CC1=C(C=C(C=C1)C1=CN=CO1)F)=O